diethyl-butyne tert-butyl-(5-(prop-1-en-2-yl)pyridin-2-yl)carbamate C(C)(C)(C)N(C(O)=O)C1=NC=C(C=C1)C(=C)C.C(C)C(C#C)(C)CC